N-[2-[1-[2-[4-[4-(2,6-dioxo-3-piperidyl)phenyl]-1-piperidyl]acetyl]-3-piperidyl]-7-isopropoxy-imidazo[1,2-a]pyridin-6-yl]-6-(trifluoromethyl)pyridine-2-carboxamide O=C1NC(CCC1C1=CC=C(C=C1)C1CCN(CC1)CC(=O)N1CC(CCC1)C=1N=C2N(C=C(C(=C2)OC(C)C)NC(=O)C2=NC(=CC=C2)C(F)(F)F)C1)=O